4-(2-((tert-Butyldimethylsilyl)oxy)ethyl-2-isopropylpyridin-3-yl)-7-chloro-6-fluoropyrido[2,3-d]pyrimidine [Si](C)(C)(C(C)(C)C)OCCC1=C(C(=NC=C1)C(C)C)C=1C2=C(N=CN1)N=C(C(=C2)F)Cl